C12(CC3CC(CC(C1)C3)C2)CC(=O)NCCOCCC2=CC(=CC=C2)C2=NC=3N(C(=C2)N2CCNCC2)N=C(C3C3=CC=CC=C3)C 2-((3r,5r,7r)-Adamantan-1-yl)-N-(2-(3-(2-methyl-3-phenyl-7-(piperazin-1-yl)-pyrazolo[1,5-a]pyrimidin-5-yl)phenethoxy)ethyl)acetamide